Phenyl 2,4-diisopropylpyridin-3-ylcarbamate C(C)(C)C1=NC=CC(=C1NC(OC1=CC=CC=C1)=O)C(C)C